C(C)(C)(C)OC(=O)N1CCC(CC1)C(CC(=O)OC(C)(C)C)(CC(=O)OC(C)(C)C)O di-tert-butyl 3-(1-(tert-butoxycarbonyl) piperidin-4-yl)-3-hydroxyglutarate